1-(3,4-dimethylphenyl)-4-(4-(5-(p-tolyl)-1,2,4-oxadiazol-3-yl)piperidine-1-carbonyl)pyrrolidin-2-one tert-butyl-N-[2-[(5-bromo-3-nitropyridin-2-yl)oxy]ethyl]-N-(propan-2-yl)carbamate C(C)(C)(C)OC(N(C(C)C)CCOC1=NC=C(C=C1[N+](=O)[O-])Br)=O.CC=1C=C(C=CC1C)N1C(CC(C1)C(=O)N1CCC(CC1)C1=NOC(=N1)C1=CC=C(C=C1)C)=O